C(=O)C=1C=C(C=2N(C1)C(=CN2)C)C(=O)OC methyl 6-formyl-3-methylimidazo[1,2-a]pyridine-8-carboxylate